dimethylsilylenebis(cyclopentadienyl)(fluorenyl)zirconium hydride [H-].C[Si](=[Zr](C1=CC=CC=2C3=CC=CC=C3CC12)(C1C=CC=C1)C1C=CC=C1)C